2'-bromo-5'-(4-chloro-3-fluorophenyl)-3,3-dimethyl-5',6'-dihydrospiro[cyclobutane-1,7'-pyrrolo[2,3-b]pyrazine] BrC=1N=C2C(=NC1)N(CC21CC(C1)(C)C)C1=CC(=C(C=C1)Cl)F